C(C)OC1=CSC(=C1)C1=NC=NC(=C1)NCCC1=CC=C(C=C1)OC 3-Ethoxy-5-{6-[2-(4-methoxy-phenyl)-ethylamino]-pyrimidin-4-yl}-thiophene